COC[C@]12CCC(C[C@@H]1CC[C@H]1[C@@H]3CCC([C@@]3(C)CC[C@H]21)=O)=O (5α)-19-Methoxyandrostane-3,17-dione